OC=1C=C(C(=O)O)C=CC1O[C@@H]1O[C@@H]([C@@H]([C@@H]([C@H]1OC(C)=O)OC(C)=O)OC(C)=O)COC(C)=O 3-Hydroxy-4-{[(2S,3R,4S,5S,6R)-3,4,5-tris(acetyloxy)-6-[(acetyloxy)methyl]oxan-2-yl]oxy}benzoic acid